4-(3-(benzo[d]thiazol-2-yl)phenoxy)-N-hydroxybutyramide S1C(=NC2=C1C=CC=C2)C=2C=C(OCCCC(=O)NO)C=CC2